COC1=CC=C(C=C1)C=1C(OC2(C1C)CC1(CCCCC1)CO2)=O 3-(4-Methoxyphenyl)-4-methyl-1,14-dioxadispiro[4.1.57.25]tetradec-3-en-2-one